C=1(N=CN2C1C=CC=C2)C2=CC(=C1C=CC=NC1=C2)C2(CC2)NC(C2=C(C=CC(=C2)OC[C@H]2N(CC2)C)C)=O (s)-N-(1-(7-(Imidazo[1,5-a]pyridin-1-yl)quinolin-5-yl)cyclopropyl)-2-methyl-5-((1-methylazetidin-2-yl)methoxy)benzamide